CC1(CC2C3(CCCC(CCC12)(C3)C)OC[C@H](C)O)C (2S)-1-((4,4,8-trimethyltricyclo[6.3.1.02,5]dodecan-1-yl)oxy)propan-2-ol